ClC1=NC=C2C(=N1)N(C1=C2C=NS1)C1CCOCC1 6-chloro-8-(tetrahydro-2H-pyran-4-yl)-8H-isothiazolo[4',5':4,5]pyrrolo[2,3-d]pyrimidine